5-(3-isopropyl-2-oxotetrahydropyrimidin-1(2H)-yl)-7-methylpyrazolo[1,5-a]Pyrimidine-3-carboxylic acid ethyl ester C(C)OC(=O)C=1C=NN2C1N=C(C=C2C)N2C(N(CCC2)C(C)C)=O